CNCC(=O)CC(=O)O.BrC1=C(N=CS1)OCC1=C(C=C(C=C1)Cl)F 5-bromo-4-[(4-chloro-2-fluoro-phenyl)methoxy]thiazole methylglycyl-acetate